(9H-fluoren-9-yl)methyl (5-amino-2-(((tert-butyldiphenylsilyl)oxy)methyl)benzyl)(prop-2-yn-1-yl)carbamate NC=1C=CC(=C(CN(C(OCC2C3=CC=CC=C3C=3C=CC=CC23)=O)CC#C)C1)CO[Si](C1=CC=CC=C1)(C1=CC=CC=C1)C(C)(C)C